C(C)(C)(C)C1=NC=C(C(=N1)OC)CO (2-(tert-butyl)-4-methoxypyrimidin-5-yl)methanol